CC(=O)C(=O)O The molecule is a 2-oxo monocarboxylic acid that is the 2-keto derivative of propionic acid. It is a metabolite obtained during glycolysis. It has a role as a fundamental metabolite and a cofactor. It derives from a propionic acid. It is a conjugate acid of a pyruvate.